FC(C(O)([2H])[2H])F 2,2-difluoroethan-1,1-d2-1-ol